COC(=O)C1=CC=C2C(=N1)N(C(=N2)CN2CCC(CC2)C2=C(C=CC=C2)OCC2=CC=C(C=1C=C(OC12)F)Cl)C[C@H]1OCC1 (S)-2-((4-(2-((4-chloro-2-fluorobenzofuran-7-yl)methoxy)phenyl)piperidin-1-yl)methyl)-3-(oxetan-2-ylmethyl)-3H-imidazo[4,5-b]pyridine-5-carboxylic acid methyl ester